C(C)OC=1C(=C(C=C2C(=NC(=NC12)OC1CCN(CC1)C)N1CCC2(CN(C2)C(C=C)=O)CC1)C=C)C1=C2C=NNC2=CC=C1C 1-(7-{8-ethoxy-7-(5-methyl-1H-indazol-4-yl)-2-[(1-methylpiperidin-4-yl)oxy]-6-vinylquinazolin-4-yl}-2,7-diazaspiro[3.5]non-2-yl)prop-2-en-1-one